5-{2-[2-(4-methoxy-2,3-dimethylbenzenesulfonamido)phenyl]-ethynyl}pyridine-2-carboxylic acid COC1=C(C(=C(C=C1)S(=O)(=O)NC1=C(C=CC=C1)C#CC=1C=CC(=NC1)C(=O)O)C)C